N1C(=CC2=CC=CC=C12)S(=O)(=O)[O-] indolesulfonate